4-(((3-methyl-2-butene-1-yl)oxy)methyl)phenylpropionaldehyde CC(=CCOCC1=CC=C(C=C1)C(C=O)C)C